COC1=NC=2CN3[C@@H](CN(C[C@@H]3C2C=C1)C1=C2C=CC=NC2=C(C=C1)C#N)C 5-[(2S,6R)-11-methoxy-6-methyl-4,7,10-triazatricyclo[7.4.0.02,7]trideca-1(9),10,12-trien-4-yl]quinoline-8-carbonitrile